C1=CC=CC=2C3=CC=CC=C3C(C12)COC(=O)N[C@H](C(=O)N[C@@H](CC(=O)O)C(=O)NCN1C(N(CCC1=O)C1=C(C=CC(=C1)I)OC)=O)CO (S)-3-((S)-2-((((9H-fluoren-9-yl)methoxy)carbonyl)amino)-3-hydroxypropanamido)-4-(((3-(5-iodo-2-methoxyphenyl)-2,6-dioxotetrahydropyrimidine-1(2H)-yl)methyl)amino)-4-oxobutanoic acid